BrC1=C(C=CC(=C1)F)C1OCC2(CC1)CCOCC2 3-(2-bromo-4-fluorophenyl)-2,9-dioxaspiro[5.5]undecane